isochromenol C1=CC=C2C(OC=CC2=C1)O